C(C)(C)(C)C1=CC=C(C=C1)[C@H](C)NC(=O)C1=CC=C2C(=C(N(C2=C1)CC1CCC1)C)CC=1C=C(C=NC1)O[C@@H](C(=O)OC)C methyl (R)-2-((5-((6-(((S)-1-(4-(tert-butyl)phenyl)ethyl)carbamoyl)-1-(cyclobutylmethyl)-2-methyl-1H-indol-3-yl)methyl)pyridin-3-yl)oxy)propanoate